OC1CC2(C(N(C=3C2=NC=CC3)CC(=O)OC(C)(C)C)=O)C1 tert-butyl 2-(3-hydroxy-2'-oxo-spiro[cyclobutane-1,3'-pyrrolo[3,2-b]pyridine]-1'-yl)acetate